ClC1=C(C=CC=C1C(=O)O)C1=CC(=CC=C1)C1(CC1)C#N 2-chloro-3'-(1-cyanocyclopropyl)-[1,1-biphenyl]-3-carboxylic acid